5-Fluoro-2,2-dimethyl-4a-(4-nitrophenyl)-1,2,4,4a-tetrahydro-3H-pyrimido[1,2-a]quinolin-3-one FC=1C2(N(C3=CC=CC=C3C1)CC(C(N2)=O)(C)C)C2=CC=C(C=C2)[N+](=O)[O-]